benzotriazole-1-yl-oxo-tris(dimethylamino)phosphonium hexafluorophosphate F[P-](F)(F)(F)(F)F.N1(N=NC2=C1C=CC=C2)[P+](N(C)C=O)(N(C)C)N(C)C